(2,6-dichloropyridin-4-yl)methyl L-isoleucinate N[C@@H]([C@@H](C)CC)C(=O)OCC1=CC(=NC(=C1)Cl)Cl